difluoro-4,4'-biphenyl FC1=CC=C(C=C1)C1=CC=C(C=C1)F